FC(C1=C(C=CC(=C1)C(F)(F)F)N1N=C(C(=C1)N)C)(F)F 1-(2,4-bis(trifluoromethyl)phenyl)-3-methyl-1H-pyrazol-4-amine